2-(3,4-bis(benzyloxy)phenyl)acetonitrile C(C1=CC=CC=C1)OC=1C=C(C=CC1OCC1=CC=CC=C1)CC#N